[IH2+].OCCN1CC=CC2=CC=CC=C12 1-(2-hydroxyethyl)-quinoline iodonium salt